(2-chloroallyl)palladium ClC(C[Pd])=C